FC=1C=C(C=CC1)N1C(=NC(=C1)C1=CC=CC=C1)SCC1=CC=C(C=C1)OC(F)(F)F (3-fluorophenyl)-4-phenyl-2-((4-(trifluoromethoxy)benzyl)thio)-1H-imidazole